tert-butyl 3-bromo-5-(pyridin-2-yl)-1H-indole-1-carboxylate BrC1=CN(C2=CC=C(C=C12)C1=NC=CC=C1)C(=O)OC(C)(C)C